4-propoxy-1,2-diaminobenzene C(CC)OC1=CC(=C(C=C1)N)N